[N+](=O)([O-])C=1N=C(NC1)C(=O)O 4-nitro-1H-imidazole-2-carboxylic acid